C1(CC1)CN1C(N(C(C1=O)=O)CC1=NC(=NO1)CC(=O)N(C[C@H]1CNCCO1)C1=C(C=CC=C1)OC)=O (R)-2-(5-((3-(cyclopropylmethyl)-2,4,5-trioxoimidazolidin-1-yl)methyl)-1,2,4-oxadiazol-3-yl)-N-(2-methoxyphenyl)-N-(morpholin-2-ylmethyl)acetamide